4-(2,4-Dioxo-1,2,3,4-tetrahydro-5H-naphtho[1,2-b][1,4]diazepin-5-yl)picolinonitrile O=C1CC(N(C2=C(N1)C1=CC=CC=C1C=C2)C2=CC(=NC=C2)C#N)=O